methylenebis[(4S)-4-phenyl-2-oxazoline] C(C=1OC[C@@H](N1)C1=CC=CC=C1)C=1OC[C@@H](N1)C1=CC=CC=C1